FC=1C(=C2C(=NC1C)NN=C2C)C=2C(=NN1C2COC(C1)(C([2H])([2H])[2H])C([2H])([2H])[2H])C1=NC=C(C=C1)F 3-(5-Fluoro-3,6-dimethyl-1H-pyrazolo[3,4-b]pyridin-4-yl)-2-(5-fluoropyridin-2-yl)-6,6-bis(methyl-d3)-6,7-dihydro-4H-pyrazolo[5,1-c][1,4]oxazine